N-(cis-1-(cyclobutylcarbonyl)-2-((2-(3-fluorophenyl)-1,3-thiazol-4-yl)methyl)pyrrolidin-3-yl)methanesulfonamide C1(CCC1)C(=O)N1[C@H]([C@H](CC1)NS(=O)(=O)C)CC=1N=C(SC1)C1=CC(=CC=C1)F